C1(=CC(=CC(=C1)N)N)C1=CC(=CC(=C1)N)N biphenyl-3,3',5,5'-tetraamine